ethyl alcohol chloride [Cl-].C(C)O